FC(CN1N=NC(=C1)C(=O)NCCOC)CCC=1SC(=NN1)NC(CC1=CC(=CC=C1)OC(F)(F)F)=O 1-[2-fluoro-4-(5-{2-[3-(trifluoromethoxy)phenyl]acetamido}-1,3,4-thiadiazol-2-yl)butyl]-N-(2-methoxyethyl)-1H-1,2,3-triazole-4-carboxamide